1,3-dimethyl-1,3-diethoxydisiloxane C[SiH](O[SiH](OCC)C)OCC